CC1=C(C(=CC=C1)C(F)(F)F)COC=1C=CC(=NC1)N1N=CC(=N1)CO [2-(5-{[2-methyl-6-(trifluoromethyl)phenyl]methoxy}pyridin-2-yl)-1,2,3-triazol-4-yl]methanol